ethyl [6-bromo-2-(3-chloro-5-fluorophenoxy)phenyl]difluoroacetate BrC1=CC=CC(=C1C(C(=O)OCC)(F)F)OC1=CC(=CC(=C1)F)Cl